endo-bicyclo[2.2.1]-5-heptene C12CCC(C=C1)C2